CN(C)CC1=CC=C(N1)C(=O)N1C[C@](CC1)(O)CCNC(=O)C=1C=NN(C1)CCO N-{2-[(S)-1-({5-[(dimethylamino)methyl]-2-pyrrolyl}carbonyl)-3-hydroxy-3-pyrrolidinyl]ethyl}-1-(2-hydroxyethyl)-4-pyrazolecarboxamide